methyl-3-cyclopropylamine CNC1CC1